C1(=CC=CC=C1)P(C1=C(C2=CC=CC=C2C=C1)C1=C(C=CC2=CC=CC=C12)P(C1=CC=CC=C1)C1=CC=CC=C1)C1=CC=CC=C1 (R/S)-(+/-)-2,2'-Bis(diphenylphosphino)-1,1'-binaphthyl